O=C1NC(CC[C@@H]1N1C(C2=CC=CC(=C2C1=O)NCC(=O)N1CCC(CC1)OCCN1CCC(CC1)NC1=C2N=CN(C2=NC=N1)C1CC(C1)NC(C1=NC(=CC=C1)C)=O)=O)=O N-((1s,3s)-3-(6-((1-(2-((1-((2-(2,6-dioxopiperidin-3-yl)-1,3-dioxoisoindolin-4-yl)glycyl)piperidin-4-yl)oxy)ethyl)piperidin-4-yl)amino)-9H-purin-9-yl)cyclobutyl)-6-methylpicolinamide